(5R)-3-[6-[(3-cyclopropyl-1,3-dihydroisobenzofuran-5-yl)oxy]-3-pyridinyl]-5-ethyl-5-methyl-imidazolidine-2,4-dione C1(CC1)C1OCC2=CC=C(C=C12)OC1=CC=C(C=N1)N1C(N[C@](C1=O)(C)CC)=O